N-(2,4-dimethoxyphenyl)-2-(3-(4-fluorophenyl)-6-oxopyridazin-1(6H)-yl)acetamide COC1=C(C=CC(=C1)OC)NC(CN1N=C(C=CC1=O)C1=CC=C(C=C1)F)=O